triphenyl-phenoxyphosphonium hydroxide [OH-].C1(=CC=CC=C1)[P+](OC1=CC=CC=C1)(C1=CC=CC=C1)C1=CC=CC=C1